3-(2-{3-methoxy-4-[(1s,3s)-3-(dimethylamino)cyclobutoxy]phenylamino}-4-pyrimidinylamino)-2-quinolinecarboxamide COC=1C=C(C=CC1OC1CC(C1)N(C)C)NC1=NC=CC(=N1)NC=1C(=NC2=CC=CC=C2C1)C(=O)N